7-fluoro-2-methyl-1H-pyrrolo[3,4-c]isoquinoline-1,3(2H)-dione FC=1C=CC=2C3=C(N=CC2C1)C(N(C3=O)C)=O